2-(2,6-Diisopropylphenyl)-9-(piperidin-1-yl)imidazo[1,5-a]quinolin-3-ylidenesilver(I) chloride C(C)(C)C1=C(C(=CC=C1)C(C)C)N1CN2C(C=CC3=CC=CC(=C23)N2CCCCC2)C1=[Ag-2]Cl